butyl 5-amino-4-(5-(3,5-difluoro-4-(hydroxymethyl)pyridin-2-yl)-1-oxoisoindolin-2-yl)-5-oxopentanoate NC(C(CCC(=O)OCCCC)N1C(C2=CC=C(C=C2C1)C1=NC=C(C(=C1F)CO)F)=O)=O